ethyl 9-cyano-3-cyclopropyl-2-oxo-2,3-dihydro-1H-pyrrolo[1,2,3-de]quinoxaline-5-carboxylate C(#N)C1=CC=C2C=3N(C(C(NC13)=O)C1CC1)C(=C2)C(=O)OCC